benzyl ((4-((tert-butoxycarbonyl)amino)-1-hydroxycyclohexyl)methyl)(methyl)carbamate C(C)(C)(C)OC(=O)NC1CCC(CC1)(O)CN(C(OCC1=CC=CC=C1)=O)C